ClC1=CN=C(S1)NC(C(C1=CC=C(C=C1)C1=NN=NN1C(F)F)C1CC(CC1)(F)F)=O rac-N-(5-Chlorothiazol-2-yl)-2-(3,3-difluorocyclopentyl)-2-(4-(1-(difluoromethyl)-1H-tetrazol-5-yl)phenyl)acetamide